4-(5-Ethyl-7-oxo-2-(2-oxa-7-azaspiro[3.5]non-7-yl)-4,7-dihydro-[1,2,4]triazolo[1,5-a]pyrimidin-6-yl)piperazine-1-carboxylic acid tert-butyl ester C(C)(C)(C)OC(=O)N1CCN(CC1)C1=C(NC=2N(C1=O)N=C(N2)N2CCC1(COC1)CC2)CC